methyl 3-((4-(2-(2-aminopyridin-3-yl)-6-methoxy-1H-benzo[d]imidazol-1-yl)benzyl)carbamoyl)-2-fluorobenzoate NC1=NC=CC=C1C1=NC2=C(N1C1=CC=C(CNC(=O)C=3C(=C(C(=O)OC)C=CC3)F)C=C1)C=C(C=C2)OC